[Br-].C(C)(=O)O[C@@]1([C@@H](O)O[C@@H]([C@]([C@@]1(O)OC(C)=O)(O)OC(C)=O)C(O)OC(C)=O)O 2,3,4,6-tetraacetoxy-alpha-D-glucopyranose bromide